N(=C=O)C=1C(=NNC1)C1=CSC=C1 4-isocyanato-3-(thiophen-3-yl)-1H-pyrazole